FC(CN1C=NC(=C1C=1C=CC=2N(N1)C(=CN2)NC(C)=O)C2=CC=C(C=C2)F)F N-(6-(1-(2,2-difluoroethyl)-4-(4-fluoro-phenyl)-1H-imidazol-5-yl)imidazo[1,2-b]pyridazin-3-yl)acetamide